C(C=C)(=O)O.OCCCCCCCCN1C(CCC1=O)=O N-hydroxyoctylsuccinimide acrylate